ClCC(=O)N(C[C@H]1C(NCC1)=O)CC([C@H](CC(C)C)NC(=O)C1=CC2=C(S1)C=CC=C2F)=O N-((S)-1-(2-Chloro-N-(((S)-2-oxopyrrolidin-3-yl)methyl)acetamido)-5-methyl-2-oxohexan-3-yl)-4-fluorobenzo[b]thiophene-2-carboxamide